Cl.N[C@@H](C(=O)N(CC(F)(F)F)O)CCl (2S)-2-amino-3-chloro-N-hydroxy-N-(2,2,2-trifluoroethyl)propionamide hydrochloride